(3aR,5s,6aS)-N-[6-(3-pyridyl)pyridazin-3-yl]-2-(tetrahydropyran-4-ylmethyl)-3,3a,4,5,6,6a-hexahydro-1H-cyclopenta[c]pyrrol-5-amine N1=CC(=CC=C1)C1=CC=C(N=N1)NC1C[C@@H]2[C@@H](CN(C2)CC2CCOCC2)C1